3-bromo-5-chloropyrazolo[1,5-a]pyridine sulfosuccinate S(=O)(=O)(O)C(C(=O)O)CC(=O)O.BrC=1C=NN2C1C=C(C=C2)Cl